5-bromo-4-fluoro-1H-benzo[d]imidazole BrC1=C(C2=C(NC=N2)C=C1)F